[cyclopropyl(hydroxy)acetyl]azetidin C1(CC1)C(C(=O)N1CCC1)O